CC1=C(C=C(C=C1)NC(=O)[C@@H]1[C@@H](N(CCC1)C(C1=C(C=CC=C1C)F)=O)C1=CC=C(C=C1)NC1CCCC1)N1CCCC1 (2R,3S)-2-(4-Cyclopentylaminophenyl)-1-(2-fluoro-6-methylbenzoyl)piperidine-3-carboxylic acid (4-methyl-3-pyrrolidin-1-yl-phenyl)amide